2-[3-Cyclopropyl-5-(trifluoromethyl)pyrazol-1-yl]-1-[(2S,3S)-2-(2-chloro-3-methyl-phenyl)-3-(3-oxa-8-azabicyclo[3.2.1]octan-8-yl)pyrrolidin-1-yl]ethanone C1(CC1)C1=NN(C(=C1)C(F)(F)F)CC(=O)N1[C@H]([C@H](CC1)N1C2COCC1CC2)C2=C(C(=CC=C2)C)Cl